(2S)-2-{[(tert-butoxy)carbonyl]amino}-5-methylhexanoic acid C(C)(C)(C)OC(=O)N[C@H](C(=O)O)CCC(C)C